ClC1=CC=2N(C=N1)C(=NN2)NC2=CC=CC=C2 7-chloro-N-phenyl-[1,2,4]triazolo[4,3-c]pyrimidin-3-amine